FC1=CC=C(C=C1)C=1C=C2C(=NC=NC2=C(C1)I)NCC=1N=NC(=CC1)C 6-(4-fluorophenyl)-8-iodo-N-((6-methylpyridazin-3-yl)methyl)quinazolin-4-amine